C(C[C@H](C(=O)O)N)CN The molecule is the D-enantiomer of ornithine. It is an intermediate metabolite produced in the urea cycle. It has a role as a mouse metabolite. It is an ornithine and a D-alpha-amino acid. It is a conjugate base of a D-ornithinium(1+). It is an enantiomer of a L-ornithine.